ClC=1C=C(C=CC1)N(CC#CC1=CC=CC=C1)C(=S)F (3-chlorophenyl)(3-phenylprop-2-yn-1-yl)aminothioformylfluoride